Copper ethanoate C(C)(=O)[O-].[Cu+2].C(C)(=O)[O-]